[N+](=O)([O-])C1=C(C(=CC(=C1)[N+](=O)[O-])C(C)CC)O 2,4-Dinitro-6-sec-butylphenol